OC(CC1=CC=C(C=C1)N1C(N=C(C=C1)NC(=O)N1CCN(CC1)C(C(C)(C)NC(OC(C)(C)C)=O)=O)=O)C t-butyl (1-(4-((1-(4-(2-hydroxypropyl)phenyl)-2-oxo-1,2-dihydropyrimidin-4-yl)carbamoyl)piperazin-1-yl)-2-methyl-1-oxopropan-2-yl)carbamate